N1=CC=C2N1N=CC=C2 pyrazolo[2,3-b]pyridazine